5-(2-(3-(2,4-difluorobenzyloxy)-3-phenylpropylsulfonyl)-6-methylpyrimidin-4-yl)-3-fluoro-1-(piperidin-4-ylmethyl)pyridin-2(1H)-one FC1=C(COC(CCS(=O)(=O)C2=NC(=CC(=N2)C=2C=C(C(N(C2)CC2CCNCC2)=O)F)C)C2=CC=CC=C2)C=CC(=C1)F